C(C)(C)(C)OC(=O)N[C@H](COC=1C(=C(C=CC1)C(CCCC(=O)O)C)C)CCC(N)=O 5-[(2S)-2-[(tert-butoxycarbonyl)-amino]-4-carbamoylbutoxyl-2-methylphenyl]-hexanoic acid